O=CCN1CCN(CC1)CCC1CN(CC1)C1=NC=C(C=O)C=C1 6-(3-(2-(4-(2-oxoethyl)piperazin-1-yl)ethyl)pyrrolidin-1-yl)nicotinaldehyde